N-(((3r,5r,7r)-adamantan-1-yl)methyl)-1-(4-(2-propylhydrazine-1-carbonyl)benzyl)-1H-indole-5-carboxamide C12(CC3CC(CC(C1)C3)C2)CNC(=O)C=2C=C3C=CN(C3=CC2)CC2=CC=C(C=C2)C(=O)NNCCC